N1(CCC1)CC1(CC1)NC(=O)[C@]1(C(C1)(F)F)C1=CC=CC=C1 |r| Racemic-N-(1-(azetidin-1-ylmethyl)cyclopropyl)-2,2-difluoro-1-phenylcyclopropane-1-carboxamide